C(CCCCC)C(COC(CCCCCN(CCN(CCCCCC(=O)OCC(CCCCCCCC)CCCCCC)CCO)CCO)=O)CCCCCCCC 2-hexyldecyl 6-{[2-({6-[(2-hexyldecyl)oxy]-6-oxohexyl}(2-hydroxyethyl)amino)ethyl](2-hydroxyethyl)amino}hexanoate